N-(3-(difluoromethyl)-1-methyl-1H-pyrazol-5-yl)-2-((4-chlorophenyl)amino)benzamide tert-butyl-(2R,4R)-2-[(4-cyclopropylphenyl)carbamoyl]-4-fluoro-piperidine-1-carboxylate C(C)(C)(C)OC(=O)N1[C@H](C[C@@H](CC1)F)C(NC1=CC=C(C=C1)C1CC1)=O.FC(C1=NN(C(=C1)NC(C1=C(C=CC=C1)NC1=CC=C(C=C1)Cl)=O)C)F